2,2'-bipyridyl N1=C(C=CC=C1)C1=NC=CC=C1